N=1NN=NC1C1=CC=C(C=C1C1=CC=C(C=C1)CN1C(=NC(=CC1=O)C)C)C1=CC=CC=C1 3-((6'-(2H-tetrazol-5-yl)-[1,1':3',1''-terphenyl]-4-yl)methyl)-2,6-dimethylpyrimidin-4(3H)-one